BrC=1C=C(C=CC1OC1=C(C=C(C=C1C)SC)C)C(C)(C)O 2-(3-bromo-4-(2,6-dimethyl-4-(methylthio)phenoxy)phenyl)propan-2-ol